(5-((3-cyano-4-isopropoxybenzyl)oxy)-2,3-dihydro-1H-inden-1-yl)azetidine-3-carboxylic acid methyl ester COC(=O)C1CN(C1)C1CCC2=CC(=CC=C12)OCC1=CC(=C(C=C1)OC(C)C)C#N